S1C(=NC2=C1C=CC=C2)NC(=O)C=2C=CC=C1CCN(CC21)C2=CC=C(C(=N2)C(=O)O)C=2C(=NN(C2)CC2=CC=CC=C2)C#N 6-[8-(1,3-benzothiazol-2-ylcarbamoyl)-3,4-dihydroisoquinolin-2(1H)-yl]-3-(1-benzyl-3-cyano-1H-pyrazol-4-yl)pyridine-2-carboxylic acid